ClC=1C=C(C=CC1C(NC1CCCC1)=O)B(O)O 3-CHLORO-4-(CYCLOPENTYLCARBAMOYL)PHENYLBORONIC ACID